C(CCC)OC(=O)N(C)CC1=C(N=NN1C)C1=CC=C(C(=N1)C1CC1)O[C@@H]1C[C@H](CCC1)C(=O)O (1S,3S)-3-((6-(5-(((butoxycarbonyl)(methyl)amino)methyl)-1-methyl-1H-1,2,3-triazole-4-yl)-2-cyclopropylpyridin-3-yl)oxy)cyclohexanecarboxylic acid